C(C1=CC=CC=C1)(=O)C(C#N)=CC1=CC=CC=C1 alpha-Benzoylcinnamonitrile